CC1=C(C(=CC(=C1)C(C)(C)C)C)C(C)=O 1-[2,6-dimethyl-4-(2-methyl-2-propanyl)phenyl]ethanone